4-(benzenesulfonyl)-N-{imidazo[1,2-a]pyridin-7-ylmethyl}benzamide C1(=CC=CC=C1)S(=O)(=O)C1=CC=C(C(=O)NCC2=CC=3N(C=C2)C=CN3)C=C1